2-(1H-imidazol-1-yl)-5-(6-(((1S,3R,5R)-1-methyl-9-azabicyclo[3.3.1]nonan-3-yl)thio)-1,2,4-triazin-3-yl)pyridin-4-ol N1(C=NC=C1)C1=NC=C(C(=C1)O)C=1N=NC(=CN1)S[C@H]1C[C@@]2(CCC[C@H](C1)N2)C